ClC1=CC=C(C=C1)N1N=CC(=N1)C12CC(C1)(C2)NC(=O)C2=NC(=NS2)C2(CC2)S(=O)(=O)C N-[3-[2-(4-chlorophenyl)triazol-4-yl]-1-bicyclo[1.1.1]pentyl]-3-(1-methanesulfonylcyclopropyl)-1,2,4-thiadiazole-5-carboxamide